tert-butyl 4-{2-methyl-7-[(2,3,7-trimethyl-1,3-benzodiazol-5-yl)carbamoyl]indazol-4-yl}piperazine-1-carboxylate CN1N=C2C(=CC=C(C2=C1)N1CCN(CC1)C(=O)OC(C)(C)C)C(NC1=CC2=C(N=C(N2C)C)C(=C1)C)=O